butyl carboxyacetate C(=O)(O)CC(=O)OCCCC